C(C)(C)(C)C1=CC=C(N=N1)NC1=CC(=C(N=N1)C(=O)NC([2H])([2H])[2H])NC1=NC=CC=C1S(=O)(=O)C 6-((6-(tert-butyl)pyridazin-3-yl)amino)-N-(methyl-d3)-4-((3-(methylsulfonyl)pyridin-2-yl)amino)pyridazine-3-carboxamide